(S)-N-(6-chloro-9H-pyrido[3,4-b]indol-8-yl)-4-(2-((2S,6R)-2,6-dimethylmorpholino)-2-oxoethyl)-6,6-dimethylmorpholine-3-carboxamide mesylate S(C)(=O)(=O)O.ClC=1C=C2C3=C(NC2=C(C1)NC(=O)[C@H]1N(CC(OC1)(C)C)CC(=O)N1C[C@@H](O[C@@H](C1)C)C)C=NC=C3